(2,3-dihydro-3,3-dimethyl-1H-indol-6-yl)-2-[(4-pyridylmethyl)amino]-3-pyridinecarboxamide CC1(CNC2=CC(=CC=C12)C1=C(C(=NC=C1)NCC1=CC=NC=C1)C(=O)N)C